CS(=O)(=O)N1C=C(C=C1)C(=O)NCC1=NC2=C(N1)C=C(C=C2)[C@@H]2CN(CCC2)C(=O)OC (R)-methyl 3-(2-((1-(methylsulfonyl)-1H-pyrrole-3-carboxamido)methyl)-1H-benzo[d]imidazol-6-yl)piperidine-1-carboxylate